NC1=CC=C(C=C1)N1C(=NC2=C1C=C(C=C2)C(C)(C)C)C=2C(=NC=CC2)N 3-[1-(4-aminophenyl)-6-tert-butyl-benzimidazol-2-yl]pyridin-2-amine